FC1=CC(=C(OC2CCN(CC2)C(CN2N=C(C=3CCCCC23)C(=O)N2CCC(CC2)OCCO)=O)C=C1)C 1-[4-(4-fluoro-2-methyl-phenoxy)-1-piperidyl]-2-[3-[4-(2-hydroxyethoxy)piperidine-1-carbonyl]-4,5,6,7-tetrahydroindazol-1-yl]ethanone